C1(CC1)N[C@H]1CCN2C3=C(C(C4=CC(=CC1=C24)F)=O)C2=CC4=C(C(N2C3)=O)COC([C@]4(O)CC)=O (3S,9S)-3-(cyclopropylamino)-9-ethyl-5-fluoro-9-hydroxy-2,3,12,15-tetrahydro-1H,7H,13H-pyrano[3',4':6,7]indolizino[2,1-b]pyrido[3,2,1-ij]quinoline-7,10,13(9H)-trione